4-[4-[(3S)-1-(3-Fluoropropyl)pyrrolidin-3-yl]oxyphenyl]-3-[2-Fluoro-4-(trideuteriomethoxy)phenyl]-2H-thiochromen-7-ol FCCCN1C[C@H](CC1)OC1=CC=C(C=C1)C1=C(CSC2=CC(=CC=C12)O)C1=C(C=C(C=C1)OC([2H])([2H])[2H])F